N1[C@@H](CCC1)CCNC(O[C@H]1[C@H](NC[C@@H]1O)CC1=CC=C(C=C1)C=1SC(=CC1)Cl)=O (2R,3S,4S)-2-{[4-(5-chlorothiophen-2-yl)phenyl]methyl}-4-hydroxypyrrolidin-3-yl N-{2-[(2S)-pyrrolidin-2-yl]ethyl}carbamate